N,N-dimethyl-3-phenylpropionamide CN(C(CCC1=CC=CC=C1)=O)C